C[Si](CCOCN1C=NC2=C1C=CC=C2N2C(CNCC2)=O)(C)C 1-(1-((2-(trimethylsilyl)ethoxy)methyl)-1H-benzo[d]Imidazol-4-yl)piperazin-2-one